OC1=CC=C(C=C1)C(C)(C)C1=CC=C(C=C1)O 2,2-di(4-hydroxyphenyl)propane